5-methoxy-1-(p-toluenesulfonyl)pyrrolo[2,3-b]Pyridine COC=1C=C2C(=NC1)N(C=C2)S(=O)(=O)C2=CC=C(C)C=C2